6-(bromomethyl)-3-(3,5-dimethoxybenzyl)-8-(4-fluoro-2-methylphenyl)quinazolin-4(3H)-one BrCC=1C=C2C(N(C=NC2=C(C1)C1=C(C=C(C=C1)F)C)CC1=CC(=CC(=C1)OC)OC)=O